4-(aminomethyl)-7-(4-(4-(2,3-dichlorophenyl)piperazin-1-yl)butoxy)-3,4-dihydroquinolin-2(1H)-one NCC1CC(NC2=CC(=CC=C12)OCCCCN1CCN(CC1)C1=C(C(=CC=C1)Cl)Cl)=O